3-((6-aminopyridin-3-yl)methyl)benzonitrile NC1=CC=C(C=N1)CC=1C=C(C#N)C=CC1